BrC1=CC=C2C(=NNC2=C1)C1=CC(=NO1)C1=CC=C(C=C1)C(=O)N1[C@@H](CCC1)C(C)(C)O {4-[5-(6-Bromo-1H-indazol-3-yl)-isoxazol-3-yl]-phenyl}-[(S)-2-(1-hydroxy-1-methyl-ethyl)-pyrrolidin-1-yl]-methanone